N-(4-pyridyl)nicotinamide 7-(2-(2-(3-bromo-5-(2,2-difluoroacetamido)isonicotinamido)ethoxy)-5-chlorophenyl)thieno[3,2-b]pyridine-3-carboxylate BrC1=C(C(=O)NCCOC2=C(C=C(C=C2)Cl)C2=C3C(=NC=C2)C(=CS3)C(=O)O)C(=CN=C1)NC(C(F)F)=O.N1=CC=C(C=C1)NC(C1=CN=CC=C1)=O